ClC1=CC=C(C=C1)C1=NN(C[C@H]1C1=CC=CC=C1)C=1N(C(N(N1)CCC1=CC=C(C=C1)Cl)=O)C 5-[(4R)-3-(4-chlorophenyl)-4-phenyl-4,5-dihydropyrazol-1-yl]-2-[2-(4-chlorophenyl)ethyl]-4-methyl-1,2,4-triazol-3-one